1-{2-[(dimethylcarbamoyl)amino]propanoyl}-4-fluoro-N-{phenyl[5-(propan-2-yl)pyridin-2-yl]methyl}pyrrolidine-2-carboxamide CN(C(=O)NC(C(=O)N1C(CC(C1)F)C(=O)NC(C1=NC=C(C=C1)C(C)C)C1=CC=CC=C1)C)C